5-bromo-2-[3-(difluoromethoxy)-4-fluoro-phenoxy]pyrimidine BrC=1C=NC(=NC1)OC1=CC(=C(C=C1)F)OC(F)F